(R or S)-N-((R)-((R)-7-methyl-1,2,3,4-tetrahydropyrido[2,3-b]pyrazin-3-yl)(phenyl)methyl)-2-(4-(methylsulfonyl)phenyl)propan-1-amine CC1=CC2=C(N[C@H](CN2)[C@H](NC[C@H](C)C2=CC=C(C=C2)S(=O)(=O)C)C2=CC=CC=C2)N=C1 |o1:12|